O[C@@H](CNC(C1=C(C=NC=C1)NC1=C(C=C(C=C1)I)F)=O)CO N-((S)-2,3-Dihydroxy-propyl)-3-(2-fluoro-4-iodo-phenylamino)-isonicotinamide